NC=1C2=C(N=CN1)C(=CS2)C(=O)NC2=C1C=CN=C(C1=CC=C2C)NC2=CC(=C(C=C2)Cl)CN(C)C 4-amino-N-(1-((4-chloro-3-((dimethylamino)methyl)phenyl)amino)-6-methylisoquinolin-5-yl)thieno[3,2-d]pyrimidine-7-carboxamide